C(C)OC(CCCCCOC=1C(=CC2=C(N(C([C@H]3N(C2=O)CCCC3)OC3OCCCC3)C(=O)OCC=C)C1)OC)=O Allyl (6aS)-3-((6-ethoxy-6-oxohexyl)oxy)-2-methoxy-12-oxo-6-((tetrahydro-2H-pyran-2-yl)oxy)-6,6a,7,8,9,10-hexahydrobenzo[e]-pyrido[1,2-a][1,4]diazepine-5(12H)-carboxylate